C(C1=CC=CC=C1)N1C(C(=CC=2C(CC3=C(C12)C=C(C(=C3)OCCCOC)OC)C(C)C)C(=O)O)=O 1-benzyl-5-isopropyl-9-methoxy-8-(3-methoxypropoxy)-2-oxo-1,2,5,6-tetrahydrobenzo[h]quinoline-3-carboxylic acid